C(C1=CC=CC=C1)OC=1C(=CC(=C(C1)NC(OCC=C)=O)C(=O)N1CCC(=C[C@H]1CO[Si](C)(C)C(C)(C)C)C1=CSC=C1)OC allyl (S)-(5-(benzyloxy)-2-(6-(((tert-butyldimethylsilyl)oxy)methyl)-4-(thiophen-3-yl)-1,2,3,6-tetrahydropyridine-1-carbonyl)-4-methoxyphenyl)carbamate